S1C(=NC=C1)O Thiazol-2-ol